C(N)(=S)C1=CC(=NC=C1C)NC(OC(C)(C)C)=O tert-butyl (4-carbamothioyl-5-methylpyridin-2-yl)carbamate